CN1C(C(=C(C2=CC=C(C=C12)N1CCOCC1)N1CC[C@@H](CCC1)C1=CC=CC=C1)C#N)=O |r| (Rac)-1-methyl-7-(morpholin-4-yl)-2-oxo-4-[4-phenylazepan-1-yl]-1,2-dihydroquinoline-3-carbonitrile